3-methoxy-N,N-dimethyl-4-nitrobenzamide CN(C)C(=O)C1=CC(=C(C=C1)[N+](=O)[O-])OC